2-(naphthalen-2-yl)aniline C1=C(C=CC2=CC=CC=C12)C1=C(N)C=CC=C1